(R)-2-oxo-4-propyl-pyrrolidine-3-carboxylic acid methyl ester COC(=O)[C@H]1C(NCC1CCC)=O